N1C(=NC2=C1C=CC=C2)CCNCC=2OC=C(N2)C(=O)NCC2=NC=CC=C2F 2-({[2-(1H-1,3-Benzodiazol-2-yl)ethyl]amino}methyl)-N-[(3-fluoropyridin-2-yl)methyl]-1,3-oxazole-4-carboxamide